(Z)-2-cyano-3-(4'-(8-(4-(diphenylamino)phenyl)-3-phenyl-3H-benzo[f]chromen-3-yl)-[1,1'-biphenyl]-4-yl)acrylic acid C(#N)/C(/C(=O)O)=C/C1=CC=C(C=C1)C1=CC=C(C=C1)C1(OC=2C=CC3=C(C2C=C1)C=CC(=C3)C3=CC=C(C=C3)N(C3=CC=CC=C3)C3=CC=CC=C3)C3=CC=CC=C3